C(C)(C)(C)OC(=O)N(C(OC(C)(C)C)=O)C1=C(C(=CC=C1NC(CC(C)(C)C)=O)N(CC1=CC=C(C=C1)C(F)(F)F)CC#C)F tert-Butyl N-tert-butoxycarbonyl-N-[6-(3,3-dimethylbutanoylamino)-2-fluoro-3-[prop-2-ynyl-[[4-(trifluoromethyl)phenyl]methyl]amino]phenyl]carbamate